tert-butyl 2-(3-bromopyrazol-1-yl)-2-methyl-propionate BrC1=NN(C=C1)C(C(=O)OC(C)(C)C)(C)C